6-amino-N-[(2S)-butan-2-yl]-4-chloropyridine-2-carboxamide NC1=CC(=CC(=N1)C(=O)N[C@@H](C)CC)Cl